(E)-3-(2-(6-methoxy-3-pyridinyl)-4-morpholinyl-6-thieno[3,2-d]pyrimidinyl)-N-(3-morpholinopropyl)acrylamide COC1=CC=C(C=N1)C=1N=C(C2=C(N1)C=C(S2)/C=C/C(=O)NCCCN2CCOCC2)N2CCOCC2